Decatriene CCCC/C=C/C=C/C=C